6,6'-((4-hydroxyphenyl)methylene)bis(4-fluoro-3-((2,2,2-trifluoroethyl)amino)phenol) OC1=CC=C(C=C1)C(C1=CC(=C(C=C1O)NCC(F)(F)F)F)C1=CC(=C(C=C1O)NCC(F)(F)F)F